OC(C(=O)N)(C)OC1=CC=C(C=C1)Br oxyl-2-(4-bromophenoxy)propanamide